5,6-bis(2-(trifluoromethyl)-9H-carbazol-9-yl)phthalonitrile FC(C1=CC=2N(C3=CC=CC=C3C2C=C1)C1=CC=C(C(C#N)=C1N1C2=CC=CC=C2C=2C=CC(=CC12)C(F)(F)F)C#N)(F)F